benzyl (S)-3-((tert-butoxycarbonyl)amino)-3-(5-(2,6-dimethylphenyl)pyridin-3-yl)propanoate C(C)(C)(C)OC(=O)N[C@@H](CC(=O)OCC1=CC=CC=C1)C=1C=NC=C(C1)C1=C(C=CC=C1C)C